OC(C)(C)C=1OC(=C(N1)C)C=O (2-(2-hydroxypropan-2-yl)-4-methyloxazol-5-yl)methanone